2-(4-cyclopropyl-6-methoxy-pyrimidin-5-yl)-N-[[4-[1-methyl-4-(trifluoromethyl)imidazol-2-yl]phenyl]methyl]thieno[3,4-d]pyrimidin-4-amine C1(CC1)C1=NC=NC(=C1C=1N=C(C=2C(N1)=CSC2)NCC2=CC=C(C=C2)C=2N(C=C(N2)C(F)(F)F)C)OC